B(OCCCCCCCCCCCCCCCCCC)(OCCCCCCCCCCCCCCCCCC)OCCCCCCCCCCCCCCCCCC Tri(octadecyl) borate